2-(4-chloro-6-(4-(1-ethylpiperidin-4-yl)phenyl)-2H-indazol-2-yl)-2-((R)-6-fluoro-6,7-dihydro-5H-pyrrolo[1,2-c]imidazol-1-yl)acetic acid ethyl ester C(C)OC(C(C1=C2N(C=N1)C[C@@H](C2)F)N2N=C1C=C(C=C(C1=C2)Cl)C2=CC=C(C=C2)C2CCN(CC2)CC)=O